CNC=1C2=C(N(C(N1)=O)C=1C(=NC=CC1)C(F)(F)F)N=C(C=C2)C(F)(F)F 4-(methylamino)-7-(trifluoromethyl)-1-(2-(trifluoromethyl)pyridin-3-yl)pyrido[2,3-d]-pyrimidin-2(1H)-one